FC=1C=C2C(=C(/C(/C2=CC1)=C/C1=C(C=C(C=C1)COC1=CC=C(C=C1)F)C(F)(F)F)C)CC(=O)O 2-[(1Z)-5-fluoro-1-({4-[(4-fluorophenoxy)methyl]-2-(trifluoromethyl)phenyl}methylene)-2-methyl-1H-inden-3-yl]acetic acid